FC1=CC(=C(C=C1)NC(=S)NC(=O)NCCCC1=CC=C(C=C1)C1=NN(C=N1)C1=CC=C(C=C1)OC(F)(F)F)C(C)C 1-[(4-fluoro-2-isopropyl-phenyl)carbamothioyl]-3-[3-[4-[1-[4-(trifluoromethoxy)phenyl]-1H-1,2,4-triazol-3-yl]phenyl]propyl]urea